O[C@@H]1CNCC1 (3S)-3-Hydroxypyrrolidine